ethane (R)-2,5,7,8-tetramethyl-2-((4R,8R)-4,8,12-trimethyltridecyl)chroman-6-yl-nicotinate C[C@@]1(OC2=C(C(=C(C(=C2CC1)C)OC(C1=CN=CC=C1)=O)C)C)CCC[C@@H](CCC[C@@H](CCCC(C)C)C)C.CC